3-(1-((1R,4R,5S)-2-azabicyclo[2.1.1]hexan-5-yl)-4-ethoxy-2-((4-ethyl-2-oxopiperazin-1-yl)methyl)-6-fluoro-7-(3-hydroxynaphthalen-1-yl)-1H-pyrrolo[3,2-c]quinolin-8-yl)propanenitrile [C@H]12NC[C@H]([C@@H]1N1C(=CC=3C(=NC=4C(=C(C(=CC4C31)CCC#N)C3=CC(=CC1=CC=CC=C31)O)F)OCC)CN3C(CN(CC3)CC)=O)C2